FC=1C=CC=C(C(=O)N[C@@H]2CN(C[C@@H]2F)C(C2=C(C=CC=C2)F)=O)C1 5-fluoro-N-[(3R,4S)-4-fluoro-1-(2-fluorobenzoyl)pyrrolidin-3-yl]benzamide